2'-(4-aminophenyl)-1H,1'H-2,5'-bibenzimidazol-5-amine NC1=CC=C(C=C1)C1=NC2=C(N1)C=CC(=C2)C2=NC1=C(N2)C=CC(=C1)N